2-acryloyloxy-2-methylpropane C(C=C)(=O)OC(C)(C)C